COCOCC\C=C/CC[Mg]Br (3Z)-6-(methoxymethoxy)-3-hexenyl-magnesium bromide